1-Ethyl-2-(hydroxydiphenylmethyl)-1H-benzo[d]imidazole-5-carboxylic acid C(C)N1C(=NC2=C1C=CC(=C2)C(=O)O)C(C2=CC=CC=C2)(C2=CC=CC=C2)O